[Co].CC=1C(=C2NC1C=C1C=CC(=N1)C=C1C=CC(N1)=CC=1C=CC(N1)=C2)C2=CC=CC=C2 methylphenyl-porphyrin cobalt